NC1=CC(=C(C=N1)N1CC(N(CC1)C(=O)C1=NC=C(C(=C1)OC)C1=CC=C(C=C1)C(F)(F)F)CC(F)F)OC [4-(6-Amino-4-methoxy-pyridin-3-yl)-2-(2,2-difluoro-ethyl)-piperazin-1-yl]-[4-methoxy-5-(4-trifluoromethyl-phenyl)-pyridin-2-yl]-methanone